NC1=C(C=2C(=NC=CN2)N=C1C(=O)OCC)C1=C(C(=CC=C1)OC)C Ethyl 7-amino-8-(3-methoxy-2-methylphenyl)pyrido[2,3-b]pyrazine-6-carboxylate